CC1=CN=C2N1C=CC=C2 3-methylimidazo[1,2-a]pyridine